C(#N)[C@@H](CC(=O)NC)NC(=O)C=1C=NC2=C(C=CC=C2C1)C1=CCC(CC1)(F)F (R)-N-(1-cyano-3-(methylamino)-3-oxopropyl)-8-(4,4-difluorocyclohex-1-en-1-yl)quinoline-3-carboxamide